4-chloro-6-(2-fluorophenoxy)-2-phenylpyrimidine ClC1=NC(=NC(=C1)OC1=C(C=CC=C1)F)C1=CC=CC=C1